2-bromo-5-(4-chlorophenyl)-1,3,4-oxadiazole BrC=1OC(=NN1)C1=CC=C(C=C1)Cl